C(C1=CC=CC=C1)OC1=CC=2N(C=C1)N=CC2[C@@H]2CC[C@H](CC2)CC#C[Si](C)(C)C 1-(trans-4-(5-(benzyloxy)pyrazolo[1,5-a]pyridin-3-yl)cyclohexyl)-3-(trimethylsilyl)prop-2-yn